N-(METHOXY-METHYLSULFANYLPHOSPHORYL)ACETAMIDE COP(=O)(SC)NC(C)=O